3-(3-chloro-4-fluorophenyl)-1-((1-(hydroxymethyl)-5-(trifluoromethyl)-1H-pyrazol-3-yl)methyl)-1-(6-methoxypyridin-3-yl)urea ClC=1C=C(C=CC1F)NC(N(C=1C=NC(=CC1)OC)CC1=NN(C(=C1)C(F)(F)F)CO)=O